5-((2-amino-9-((2R,3R,5S)-3-hydroxy-5-(hydroxymethyl)tetrahydrofuran-2-yl)-6,8-dioxo-1,6,8,9-tetrahydro-7H-purin-7-yl)methyl)thiophene-3-carboxylic acid NC=1NC(C=2N(C(N(C2N1)[C@@H]1O[C@@H](C[C@H]1O)CO)=O)CC1=CC(=CS1)C(=O)O)=O